ClC1=CC2=C(C(=N1)OC)[C@]1([C@@](O2)([C@@H]([C@H]([C@H]1O)CN1CCC(CC1)F)C1=CC=CC=C1)C1=CC=C(C#N)C=C1)O |r| Rac-4-((5aR,6S,7S,8R,8aS)-3-chloro-7-((4-fluoropiperidin-1-yl)methyl)-8,8a-dihydroxy-1-methoxy-6-phenyl-6,7,8,8a-tetrahydro-5aH-cyclopenta[4,5]furo[3,2-c]pyridin-5a-yl)benzonitrile